C(C)(C)(C)N1CC(CCC1)C1=NC2=NC(=CC(=C2C=C1)C)C1=C(C=C(C=C1C)C)OC tert-butyl-3-[7-(2-methoxy-4,6-dimethyl-phenyl)-5-methyl-1,8-naphthyridin-2-yl]piperidine